2-(2,4-dioxotetrahydropyrimidin-1(2H)-yl)-5-((4-(7-fluorochroman-4-yl)piperidin-1-yl)methyl)isoindoline-1,3-dione O=C1N(CCC(N1)=O)N1C(C2=CC=C(C=C2C1=O)CN1CCC(CC1)C1CCOC2=CC(=CC=C12)F)=O